ClC=1C=CC=C2C=CC=C(C12)C1=C(C=2N=C(N=C(C2C=N1)N1C[C@@H](NCC1)CC#N)OC[C@]12CCCN2C[C@@H](C1)F)F 2-((S)-4-(7-(8-chloronaphthalen-1-yl)-8-fluoro-2-(((2R,7aS)-2-fluorotetrahydro-1H-pyrrolizin-7a(5H)-yl)methoxy)pyrido[4,3-d]pyrimidin-4-yl)piperazin-2-yl)acetonitrile